CN1N=CC(=C1)C=1N=C(C=2N(C1)N=CC2)C2CNCCC2 6-(1-methylpyrazol-4-yl)-4-(3-piperidinyl)pyrazolo[1,5-a]pyrazine